CSCCCCC/C(=N/OS(=O)(=O)O)/S[C@H]1[C@@H]([C@H]([C@@H]([C@H](O1)CO)O)O)O The molecule is a thia-alkylglucosinolic acid that consists of 1-thio-beta-D-glucopyranose attached to a 6-(methylsulfanyl)-N-(sulfooxy)hexanimidoyl group at the anomeric sulfur. It is a thia-alkylglucosinolic acid and an organic sulfide. It is a conjugate acid of a glucoberteroin(1-).